OCCCNC=1C=CC2=C(OC3(C=NS2(=O)=O)CCOCC3)N1 7'-((3-Hydroxypropyl)amino)-1',1'-dioxido-2,3,5,6-tetrahydrospiro[pyran-4,4'-pyrido[2,3-b][1,4,5]oxathiazepin]